CC1=C2C=CN(C2=CC=C1)S(=O)(=O)C1=C2C=CNC(C2=CC=C1)=O 5-(4-methylindol-1-yl)sulfonyl-2H-isoquinolin-1-one